3-(dimethylamino)-N-(2-hydroxy-3-(piperidin-1-yl)propoxy)propanimidoyl chloride CN(CCC(=NOCC(CN1CCCCC1)O)Cl)C